C(C)(C)(C)OC(=O)C(CCCC(=O)OCC1=CC=CC=C1)C(=O)OC(C)(C)C butane-1,1,4-tricarboxylic acid 4-benzyl ester 1,1-di-tert-butyl ester